C(=O)(C=C)F acryl fluoride